C(C)OC(=O)C1=C(SC2=C1CCC(C2)(C2=CC=C(C=C2)F)C#N)N.C2(=CC=CC=C2)P(CC2=CC=CC=C2)C2=CC=CC1=CC=CC=C21 phenyl-naphthylbenzyl-phosphine Ethyl-2-amino-6-cyano-6-(4-fluorophenyl)-4,5,6,7-tetrahydro-1-benzothiophene-3-carboxylate